CC(CCC=O)C(CCC)C 4,5-dimethyloctanal